CSC1=NN2C(C=N1)=CC=C2B(O)O 2-(methylsulfanyl)pyrrolo[2,1-f][1,2,4]triazin-7-ylboronic Acid